2,6-distyryl-4H-pyran C(=CC1=CC=CC=C1)C=1OC(=CCC1)C=CC1=CC=CC=C1